FC(C1=CC(=NC=2N1N=CC2C(=O)O)C2=CC(=C(C=C2)C)C)F 7-difluoromethyl-5-(3,4-dimethylphenyl)pyrazolo[1,5-a]pyrimidine-3-carboxylic acid